2-(4-(phenylthio)benzylidene)malonic acid dimethyl ester COC(C(C(=O)OC)=CC1=CC=C(C=C1)SC1=CC=CC=C1)=O